C(#N)CN(CC([C@H](CC(C)C)NC(=O)C=1NC2=CC=CC(=C2C1)OC)=O)C[C@H]1C(NCC1)=O N-((S)-1-((Cyanomethyl)(((S)-2-oxopyrrolidin-3-yl)methyl)amino)-5-methyl-2-oxohexan-3-yl)-4-methoxy-1H-indole-2-carboxamide